Zirconium bis(linoleate) C(CCCCCCC\C=C/C\C=C/CCCCC)(=O)[O-].C(CCCCCCC\C=C/C\C=C/CCCCC)(=O)[O-].[Zr+2]